BrC=1C=C2C(N(C=NC2=CC1)CCCC=C)=O 6-bromo-3-(pent-4-en-1-yl)quinazolin-4(3H)-one